ethyl 8-benzyl-2-oxo-8-azaspiro[4.5]decane-1-carboxylate C(C1=CC=CC=C1)N1CCC2(CCC(C2C(=O)OCC)=O)CC1